N-((5-cyclopropyl-1H-indazol-4-yl)methyl)-4-(trifluoromethoxy)benzamide C1(CC1)C=1C(=C2C=NNC2=CC1)CNC(C1=CC=C(C=C1)OC(F)(F)F)=O